(3-Fluoro-5-(1-(5-iodopyridin-2-yl)-1H-pyrazol-4-yl)benzyl)carbamic acid tert-butyl ester C(C)(C)(C)OC(NCC1=CC(=CC(=C1)C=1C=NN(C1)C1=NC=C(C=C1)I)F)=O